C1(CC1)C=1C(=CC(=NC1)N)C1=NN(C=C1)C 5-cyclopropyl-4-(1-methyl-1H-pyrazol-3-yl)pyridin-2-amine